Ethyl 2-(1-methyl-pyrrolo[2,3-b]pyridin-5-yl)pyrazolo[1,5-a]pyrimidine-3-carboxylate CN1C=CC=2C1=NC=C(C2)C2=NN1C(N=CC=C1)=C2C(=O)OCC